Lithium difluorophosphate (bisoxalate) C(C(=O)O)(=O)[O-].C(C(=O)O)(=O)O.P(=O)(O)(F)F.[Li+]